5-bromo-2-((3,4-difluorobenzyl)oxy)pyrimidine BrC=1C=NC(=NC1)OCC1=CC(=C(C=C1)F)F